FC=1C=C2C=CNC2=CC1OC 5-fluoro-6-methoxy-1H-indole